Platinum(III) Oxide [Pt+]=O